2,2'-methylene-bis(4,6-di-tert-butyl phenyl) phosphate P1(=O)(OC2=C(C=C(C=C2C(C)(C)C)C(C)(C)C)CC2=C(C(=CC(=C2)C(C)(C)C)C(C)(C)C)O1)[O-]